BrC=1C=CC(=C(C1)C(C(=O)OC(C)(C)C)N1C(C(=CC=C1)C1=CC=CC=C1)=O)F tert-butyl 2-(5-bromo-2-fluorophenyl)-2-(2-oxo-3-phenylpyridin-1-yl)acetate